Bis-Benzyl-Butylene Glycol C(C1=CC=CC=C1)C(CCCO)(CC1=CC=CC=C1)O